(R)-2-(3-(2-((1H-benzo[d][1,2,3]triazol-1-yl)oxy)-5-chloropyrimidin-4-yl)-5-oxo-5H-pyrrolo[3,4-b]pyridin-6(7H)-yl)-N-((S)-2-hydroxy-1-(3-methoxyphenyl)ethyl)propanamide N1(N=NC2=C1C=CC=C2)OC2=NC=C(C(=N2)C=2C=C1C(=NC2)CN(C1=O)[C@@H](C(=O)N[C@H](CO)C1=CC(=CC=C1)OC)C)Cl